1,8-dimethylpyrido[2,3-d]pyridazin-2(1H)-one CN1C(C=CC=2C1=C(N=NC2)C)=O